tert-butyl 4-hydroxy-2-(methylsulfanyl)-5,7,8,9-tetrahydro-6H-pyrimido[5,4-c]azepine-6-carboxylate OC1=NC(=NC2=C1CN(CCC2)C(=O)OC(C)(C)C)SC